N-(2-((4-Acetyl-3-amino-2,6-dimethoxyphenyl)amino)ethyl)acrylamid C(C)(=O)C1=C(C(=C(C(=C1)OC)NCCNC(C=C)=O)OC)N